tert-butyl 4-imidazo[1,2-a]pyrimidin-3-yl-3-oxo-piperazine-1-carboxylate N=1C=C(N2C1N=CC=C2)N2C(CN(CC2)C(=O)OC(C)(C)C)=O